tert-butyl 4-(2-(allyloxy)-4,5-dichlorobenzoyl)-3-methylpiperidine-1-carboxylate C(C=C)OC1=C(C(=O)C2C(CN(CC2)C(=O)OC(C)(C)C)C)C=C(C(=C1)Cl)Cl